5-(5-bromo-3-pyridinyl)-7-chloro-3-isopropyl-pyrazolo[1,5-a]Pyrimidine BrC=1C=C(C=NC1)C1=NC=2N(C(=C1)Cl)N=CC2C(C)C